N-(3-cyano-4-methyl-1H-indol-7-yl)-1-[1-(hydroxymethyl)cyclopropyl]pyrazole-4-sulfonamide C(#N)C1=CNC2=C(C=CC(=C12)C)NS(=O)(=O)C=1C=NN(C1)C1(CC1)CO